Cl.C(C)SC1=NC(=NC(=C1[N+](=O)[O-])C)N1CC2=CC=C(C=C2CC1)F 2-(4-Ethylsulfanyl-6-methyl-5-nitro-pyrimidin-2-yl)-6-fluoro-3,4-dihydro-1H-isoquinoline hydrochloride